C(C)(=O)OC1[C@H](C[C@@]23[C@@]1(/C=C(/CC(C1C(C(C2=O)C)(C1(C)C)OC(C)=O)OC(\C(=C\C)\C)=O)\C)O3)C (5aS,7S,8aR,E)-1,1,4,7,10-pentamethyl-2-(((E)-2-methylbut-2-enoyl)oxy)-9-oxo-1,1a,2,3,6,7,8,9,10,10a-decahydro-5a,8a-epoxycyclopenta[a]cyclopropa[e][10]annulene-6,10a-diyl diacetate